N-((R)-1-(2-fluoro-3-(trifluoromethyl)phenyl)ethyl)-1',2-dimethyl-6-(pyridin-2-yl)-6,7-dihydro-5H-spiro[pyrido[4,3-d]pyrimidine-8,3'-pyrrolidin]-4-amine FC1=C(C=CC=C1C(F)(F)F)[C@@H](C)NC=1C2=C(N=C(N1)C)C1(CN(CC1)C)CN(C2)C2=NC=CC=C2